aluminum ethoxyoxide C(C)OOOCC.[Al]